5,5'-oxybis(N-(2-ethylhexyl)-3-hydroxypyridin-4-one) O(C=1C(C(=CN(C1)CC(CCCC)CC)O)=O)C=1C(C(=CN(C1)CC(CCCC)CC)O)=O